1-methyl-1H-benzo[d][1,2,3]triazole CN1N=NC2=C1C=CC=C2